FC1=CC=C(C=C1)C1NC(OC1)=O 4-(4-fluorophenyl)oxazolidine-2-one